(hydroxyundecyl)(triethoxy)silane OCCCCCCCCCCC[Si](OCC)(OCC)OCC